1-[3-(difluoromethyl)-2-fluorophenyl]ethylamine hydrochloride Cl.FC(C=1C(=C(C=CC1)C(C)N)F)F